3-carboxy-1-phenylmethylpyridinium C(=O)(O)C=1C=[N+](C=CC1)CC1=CC=CC=C1